3-[6-(6-cyclopentyloxy-pyridin-2-yl)-1,2,3,4-tetrahydro-quinolin-2-yl]Propionic acid C1(CCCC1)OC1=CC=CC(=N1)C=1C=C2CCC(NC2=CC1)CCC(=O)O